(3-amino-4-fluorophenyl)(pyridin-4-yl)methanol NC=1C=C(C=CC1F)C(O)C1=CC=NC=C1